C1(=CC=CC=2C3=CC=CC=C3C=CC12)C1=C(C2=CC3=CC=CC=C3C=C2C=C1)C1=C(C=CC=C1)C1=COC=2C1=CC=C1C2C=CC2=CC=CC=C21 (phenanthrenyl)[(naphthobenzofuranyl)phenyl]anthracene